ClC=1N=C(C2=C(N1)C(=C(N=C2)C2=CC=CC1=CC=C(C(=C21)C#C)F)F)Cl 2,4-dichloro-7-(8-ethynyl-7-fluoronaphthalen-1-yl)-8-fluoropyrido[4,3-d]-pyrimidine